OC1(C(N(C2=CC=CC=C12)C=1C=C(C=NC1)CC1=NN=CC2=CC=CC=C12)=O)C(F)(F)F 4-((5-(3-Hydroxy-2-oxo-3-(trifluoromethyl)indolin-1-yl)pyridin-3-yl)methyl)phthalazin